[NH4+].[PH4+] phosphonium ammonium salt